4-[2-(2-methoxy-3-pyridinyl)-5,5-dimethyl-azepan-1-yl]-6-methyl-pyrimidin-2-amine COC1=NC=CC=C1C1N(CCC(CC1)(C)C)C1=NC(=NC(=C1)C)N